C(C)(C)(C)C1=NCCC2=CC=C(C=C12)O tert-butyl-7-hydroxy-3,4-dihydroisoquinoline